tert-butyl (S)-(1-(6-bromopyridin-3-yl)ethyl)carbamate BrC1=CC=C(C=N1)[C@H](C)NC(OC(C)(C)C)=O